NC1=NC2=CC=C(C=C2C=C1C)C(=O)N([C@H](C)C1=NC=CC=N1)CC1=CC=C(C=N1)C=1CCN(CC1)C(=O)OC(C)(C)C tert-butyl (R)-6-((2-amino-3-methyl-N-(1-(pyrimidin-2-yl)ethyl)quinoline-6-carboxamido)methyl)-3',6'-dihydro-[3,4'-bipyridine]-1'(2'H)-carboxylate